FCCCN1CC(C1)CC1=CC=C(C=C1)C1=C(CCCC2=C1C=CC(=C2)C(=O)O)CCCO 9-(4-((1-(3-Fluoropropyl)azetidin-3-yl)methyl)phenyl)-8-(3-hydroxypropyl)-6,7-dihydro-5H-benzo[7]annulene-3-carboxylic acid